4-(((R)-1-(3-(difluoromethyl)-2-fluorophenyl)ethyl)amino)-8-methyl-6-((1R,4r)-1-(methylimino)-1-oxidohexahydro-1λ6-thiopyran-4-yl)pyrido[2,3-d]pyrimidin-7(8H)-one FC(C=1C(=C(C=CC1)[C@@H](C)NC=1C2=C(N=CN1)N(C(C(=C2)C2CCS(CC2)(=O)=NC)=O)C)F)F